6-amino-1,3,3-tripropyl-1-(4-aminophenyl)-indane NC1=CC=C2C(CC(C2=C1)(C1=CC=C(C=C1)N)CCC)(CCC)CCC